2-(2,6-difluoro-4-(3-(1-(5-(methoxymethyl)pyrimidin-2-yl)piperidin-4-yl)propoxy)phenyl)acetic acid FC1=C(C(=CC(=C1)OCCCC1CCN(CC1)C1=NC=C(C=N1)COC)F)CC(=O)O